N-tetradecyl-N-dodecyl-toluidine ammonium [tetrakis(perfluorophenyl)borate] FC1=C(C(=C(C(=C1F)F)F)F)[B-](C1=C(C(=C(C(=C1F)F)F)F)F)(C1=C(C(=C(C(=C1F)F)F)F)F)C1=C(C(=C(C(=C1F)F)F)F)F.[NH4+].C(CCCCCCCCCCCCC)N(C=1C(=CC=CC1)C)CCCCCCCCCCCC